5-Octan-4-ylbenzene-1,3-diol CCCC(CCCC)C=1C=C(C=C(C1)O)O